NC=1SC2=C(N1)C(=CC=C2F)N2CC=1N=C(N=C(C1CC2)N2CC1(C(NC(N1)=O)=O)CCC2)OCC21CCCN1CCC2 7-(7-(2-amino-7-fluorobenzo[d]thiazol-4-yl)-2-((hexahydro-1H-pyrrolizin-7a-yl)methoxy)-5,6,7,8-tetrahydropyrido[3,4-d]pyrimidin-4-yl)-1,3,7-triazaspiro[4.5]decane-2,4-dione